3-(3-(aminomethyl)phenyl)propanoic acid NCC=1C=C(C=CC1)CCC(=O)O